Cl.ClC=1C=C(C=CC1N(CC)CC)C#CC(C)NC(=O)N1CCNCC1 N-(4-(3-chloro-4-(diethylamino)phenyl)but-3-yn-2-yl)piperazine-1-carboxamide hydrochloride